1-(2-((3-fluoro-5-(trifluoromethyl)phenyl)(hydroxy)methyl)pyridin-4-yl)-1,5,6,7-tetrahydro-4H-pyrazolo[4,3-c]pyridin-4-one FC=1C=C(C=C(C1)C(F)(F)F)C(C1=NC=CC(=C1)N1N=CC=2C(NCCC21)=O)O